6-(3-Fluoro-2-methoxypyridin-4-yl)-3-(2-methyl-5-(methylsulfonyl)phenyl)imidazo[1,2-a]pyrazin-8-amine trifluoroacetate FC(C(=O)O)(F)F.FC=1C(=NC=CC1C=1N=C(C=2N(C1)C(=CN2)C2=C(C=CC(=C2)S(=O)(=O)C)C)N)OC